N2,N7-di(bicyclo[2.2.1]heptan-2-yl)-9-hydrazineylidene-9H-fluorene-2,7-disulfonamide C12C(CC(CC1)C2)NS(=O)(=O)C2=CC=1C(C3=CC(=CC=C3C1C=C2)S(=O)(=O)NC2C1CCC(C2)C1)=NN